C(C1=CC=CC=C1)OC(=O)N[C@@H]([C@@H](C)CC)C(=O)O benzyloxycarbonyl-isoleucine